3-nitro-1,2,4-triazol-5-one ammonium monohydrate O.[NH4+].[N+](=O)([O-])C=1N=NC(N1)=O